4-(4-((1R,5S)-3-oxa-8-azabicyclo[3.2.1]octan-8-yl)-7-((2-(trimethylsilyl)ethoxy)methyl)-7H-pyrrolo[2,3-d]pyrimidin-6-yl)aniline [C@H]12COC[C@H](CC1)N2C=2C1=C(N=CN2)N(C(=C1)C1=CC=C(N)C=C1)COCC[Si](C)(C)C